NC1=CC=NC(=C1)C(F)(F)F 4-amino-6-(trifluoromethyl)pyridin